N5-(4'-(difluoromethyl)-[1,1'-biphenyl]-3-yl)-N5,9-dimethylpyrido[3,2-e][1,2,4]triazolo[4,3-a]pyrimidine-2,5-diamine FC(C1=CC=C(C=C1)C1=CC(=CC=C1)N(C1=NC=2N(C3=C1C=CC(=N3)N)C(=NN2)C)C)F